1-(4-(6-Carbamoyl-1-methyl-1H-pyrazolo[4,3-c]pyridin-4-yl)-2-(1-ethyl-3-methyl-1H-pyrazol-5-yl)thiazol-5-yl)ethan-1-aminium trifluoroacetate FC(C(=O)[O-])(F)F.C(N)(=O)C1=CC2=C(C(=N1)C=1N=C(SC1C(C)[NH3+])C1=CC(=NN1CC)C)C=NN2C